O=S1(C2=C(C=C1)C=CC(=C2)NC(CC2=CC=C(C=C2)C)=O)=O N-(1,1-dioxidobenzo[b]thiophen-6-yl)-2-(p-tolyl)acetamide